2-Chloro-5-{[(cyclopentylcarbonyl)amino]methyl}-N-{1-[4-(trifluoromethoxy)phenyl]-1H-indazol-4-yl}benzamide ClC1=C(C(=O)NC2=C3C=NN(C3=CC=C2)C2=CC=C(C=C2)OC(F)(F)F)C=C(C=C1)CNC(=O)C1CCCC1